FC1(CN(CC[C@H]1NC1=NN2C(C(=N1)OC)=C(C=C2)C=2C=CC1=C(N(N=N1)[C@H](CF)C)C2)C(C([2H])([2H])[2H])=O)F 1-((R)-3,3-difluoro-4-((5-(1-((S)-1-fluoropropan-2-yl)-1H-benzo[d][1,2,3]triazol-6-yl)-4-methoxypyrrolo[2,1-f][1,2,4]triazin-2-yl)amino)piperidin-1-yl)ethan-1-one-2,2,2-d3